OCCN(C([C@H](C)N1CCOCC1)=O)C=1C=C2C(=NC1)NC(=N2)C2=NNC=1C[C@@]3([C@H](CC21)C3)C (S)-N-(2-Hydroxyethyl)-N-(2-((4aS,5aR)-5a-methyl-1,4,4a,5,5a,6-hexahydrocyclopropa[f]indazol-3-yl)-3H-imidazo[4,5-b]pyridin-6-yl)-2-morpholinopropanamide